C(CCCC)NC=1NOC2=C(C1)C=CC=C2 pentylaminobenzoxazine